2,3,4-tris(3-(tert-butyl)-9H-carbazol-9-yl)-5-(2,6-diphenylpyrimidin-4-yl)benzonitrile C(C)(C)(C)C=1C=CC=2N(C3=CC=CC=C3C2C1)C1=C(C#N)C=C(C(=C1N1C2=CC=CC=C2C=2C=C(C=CC12)C(C)(C)C)N1C2=CC=CC=C2C=2C=C(C=CC12)C(C)(C)C)C1=NC(=NC(=C1)C1=CC=CC=C1)C1=CC=CC=C1